OC1=CC=C(C=C1)C1=CC=C(C=C1)C=CC(=O)OC(C)(C)C tert-butyl 3-(4'-hydroxy-biphenyl-4-yl)-acrylate